C1(CC1)[C@@H]([C@@H](C1=CC=C(C=C1)F)N1C(C2=CC(=CC=C2C1)C=1OC(=NN1)C(F)F)=O)O |r| 2-[(1RS,2SR)-2-cyclopropyl-1-(4-fluorophenyl)-2-hydroxyethyl]-6-[5-(difluoromethyl)-1,3,4-oxadiazol-2-yl]-2,3-dihydro-1H-isoindol-1-one